CS(=O)(=O)O (±)-methanesulfonic acid